(S)-4-(3-(6-bromo-7-((1-(ethylsulfonyl)pyrrolidin-3-yl)amino)-1H-imidazo[4,5-b]pyridin-2-yl)-2,5-dimethyl-1H-pyrrol-1-yl)benzenesulfonamide BrC=1C(=C2C(=NC1)N=C(N2)C2=C(N(C(=C2)C)C2=CC=C(C=C2)S(=O)(=O)N)C)N[C@@H]2CN(CC2)S(=O)(=O)CC